(1r,3r)-3-((4-cyano-3-methoxyphenoxy)-2,2,4,4-tetramethylcyclobutyl)-4-(4-(hydroxymethyl)piperidin-1-yl)benzylAmide C(#N)C1=C(C=C(OC2(C(CC2(C)C)(C)C)C=2C=C(C[NH-])C=CC2N2CCC(CC2)CO)C=C1)OC